S1C(=CC=C1)COC1=CC2=C(C(=CC(O2)=O)C(F)(F)F)C=C1 7-((thien-2-yl)methoxy)-4-(trifluoromethyl)-2H-1-benzopyran-2-one